2-(4-hydroxyphenyl)-1H-imidazo[4,5-f]-[1,10]phenanthroline OC1=CC=C(C=C1)C=1NC=2C(=C3C=CC=NC3=C3N=CC=CC23)N1